OI1OC(C2=C1C=CC=C2)=O 1-hydroxy-1λ3-benzo[d][1,2]iodaoxol-3(1H)-one